NC1=C(C=CC(=C1F)Br)N1N=C(C=2C(N(CCC21)C(=O)OC(C)(C)C)C#N)CC(=O)OC tert-butyl 1-(2-amino-4-bromo-3-fluorophenyl)-4-cyano-3-(2-methoxy-2-oxoethyl)-1,4,6,7-tetrahydro-5H-pyrazolo[4,3-c]pyridine-5-carboxylate